N1(CCC1)C[C@H]1CN2C=3C(=C(SC3C(N1)=O)Br)OCC2 (S)-7-(azetidin-1-ylmethyl)-2-bromo-4,5,7,8-tetrahydro-3-oxa-1-thia-5a,8-diazabenzo[cd]azulen-9(6H)-one